CN(C(OC(C)(C)C)=O)C=1C(=CC2=C(NC(=N2)C2=NN(C=3C[C@@]4([C@H](CC23)C4)C)COCC[Si](C)(C)C)C1)C tert-Butyl methyl(5-methyl-2-((4aS,5aR)-5a-methyl-1-((2-(trimethylsilyl)ethoxy)methyl)-1,4,4a,5,5a,6-hexahydrocyclopropa[f]indazol-3-yl)-1H-benzo[d]imidazol-6-yl)carbamate